2-chloro-5-methylpyrimidine-4,6-d2 ClC1=NC(=C(C(=N1)[2H])C)[2H]